NCC=1C(=C(C=CC1)C=1C=C2C(=NN(C2=CC1)C(C)C)COC1=C(C=CC=C1)CC(=O)OCC)OC ethyl 2-(2-((5-(3-(aminomethyl)-2-methoxyphenyl)-1-isopropyl-1H-indazol-3-yl)methoxy)phenyl)acetate